C(C)(CC)C1C(NC2=C(CN1C(=O)NC1CCN(CC1)C)C=CC=C2)=O 3-(sec-butyl)-N-(1-methylpiperidin-4-yl)-2-oxo-1,2,3,5-tetrahydro-4H-benzo[1,4]diazepine-4-carboxamide